[5-(hydroxymethyl)-3-pyridyl]methanol OCC=1C=C(C=NC1)CO